2-(2-chlorobenzoyl)-2,3,4,9-tetrahydro-1H-β-carboline ClC1=C(C(=O)N2CC=3NC4=CC=CC=C4C3CC2)C=CC=C1